(6,7-dichloro-1,3,4,5-tetrahydro-2H-pyrido[4,3-b]indol-2-yl)(5-methoxypyrazin-2-yl)methanone ClC1=C(C=CC=2C3=C(NC12)CCN(C3)C(=O)C3=NC=C(N=C3)OC)Cl